(1R,3s)-1-methyl-3-((S)-4-methyl-3-((R)-1,1,1-trifluoro-2-hydroxypropan-2-yl)-4,5-dihydro-6H-isoxazolo[5,4-e]indazol-6-yl)cyclobutane-1-carbonitrile CC1(CC(C1)N1N=CC=2C3=C([C@H](CC12)C)C(=NO3)[C@@](C(F)(F)F)(C)O)C#N